bis(methylene)bis(3,5-dimethylphenyl)phosphine oxide C=C1C(=CC(C(C1P(C1=CC(=CC(=C1)C)C)=O)=C)C)C